N1C(=NC=C1)C1=CC=C(C(=N1)C)N1CCN(CC1)CN1N=NC(=C1)NC(=O)NCC 1-(1-((4-(6-(1H-imidazol-2-yl)-2-methylpyridin-3-yl)piperazin-1-yl)methyl)-1H-1,2,3-triazol-4-yl)-3-ethylurea